N-(3,3-difluoropiperidin-4-yl)-5-((5-fluoropyridin-2-yl)methoxy)-2-methylbenzofuran-3-carboxamide FC1(CNCCC1NC(=O)C1=C(OC2=C1C=C(C=C2)OCC2=NC=C(C=C2)F)C)F